C(C)C(CC)CC(CCCCCCCCC)CC 3,5-diethyl-tetradecane